ClC1=C(C(=C(C(=N1)N1CC(CC1)(O)CNC(OC(C)(C)C)=O)C#N)CC)C#N tert-butyl ((1-(6-chloro-3,5-dicyano-4-ethylpyridin-2-yl)-3-hydroxypyrrolidin-3-yl)methyl)carbamate